[Pt].[Al] aluminum-platinum